CC=1C=CC=2N(C1)C=C(N2)CN2C(C1=CN=CC(=C1C=C2)C=2C=NNC2)=O 2-((6-methylimidazo[1,2-a]pyridin-2-yl)methyl)-5-(1H-pyrazol-4-yl)-2,7-naphthyridin-1(2H)-one